ClC=1N=C2C(=NC1)N(C(=N2)C2=NC(=CC=C2)OC2CC2)C2=C(C=CC=C2OC)OC chloro-2-(6-cyclopropoxypyridin-2-yl)-1-(2,6-dimethoxyphenyl)-1H-imidazo[4,5-b]pyrazine